tetradecaethylene glycol diacrylate C(C=C)(=O)OCCOCCOCCOCCOCCOCCOCCOCCOCCOCCOCCOCCOCCOCCOC(C=C)=O